N=1N=NN2N=CC=CC21 tetrazolo[1,5-b]pyridazine